N1=C(C=NC=C1)O[C@@H]1CC[C@H](CC1)NC(C(CCCOC1=CC=C(C=C1)Cl)(C)C)=O trans-N-(4-(pyrazin-2-yloxy)cyclohexyl)-5-(4-chlorophenoxy)-2,2-dimethyl-pentanamide